BrC1=CC=C(C=C1)C=1N=CN(C1)COCC[Si](C)(C)C 4-(4-bromophenyl)-1-((2-(trimethylsilyl)ethoxy)methyl)-1H-imidazole